C(C)OC1=C(C(N(C=C1)C1=CC=C(C=C1)F)=O)C(=O)NC1=CC(=C(C=C1)C)C=1C=C2C=CN=CC2=CC1 4-ethoxy-1-(4-fluorophenyl)-N-(3-(isoquinolin-6-yl)-4-methylphenyl)-2-keto-1,2-dihydropyridine-3-carboxamide